C(C)N1N=C(N=C1)NC(=O)C=1C=C2C(=NC1OC)N=C(N2CC)C(C2=CC=CC=C2)(C2=CC=CC=C2)O 1-Ethyl-2-(hydroxy-diphenyl-methyl)-5-methoxy-1H-imidazo[4,5-b]pyridine-6-carboxylic acid-(1-ethyl-1H-[1,2,4]triazol-3-yl)-amide